ClCC=1N(C2=CC(=CC=C2C(C1)=O)C1=NC(=NC=C1F)N[C@H]1[C@@H](COCC1)O)C(C)C 2-(chloromethyl)-7-(5-fluoro-2-(((3S,4r)-3-hydroxytetrahydro-2H-pyran-4-yl)amino)pyrimidin-4-yl)-1-isopropylquinolin-4(1H)-one